tert-butyl (S)-3-((6-bromopyridin-3-yl)oxy)-2-hydroxy-2-methylpropanoate BrC1=CC=C(C=N1)OC[C@](C(=O)OC(C)(C)C)(C)O